[Ag].[Zr].[Cu] copper-zirconium-silver